ClC1=C(C(=NN1C)C1=NC(=CC=C1)C(F)(F)F)CC(=O)N1CCC2(CC1)CCN(CC2)CCC(C)(C)C 2-(5-Chloro-1-methyl-3-(6-(trifluoromethyl)pyridin-2-yl)-1H-pyrazol-4-yl)-1-(9-(3,3-dimethylbutyl)-3,9-diazaspiro[5.5]undecan-3-yl)ethan-1-one